[K].FC1=CC(=C(C(=C1)C=1C=NC=CC1)CC(=O)NS(=O)(=O)C1=NN(C=C1)C(C)C)C(C)C 2-(4-Fluoro-2-isopropyl-6-(pyridin-3-yl)phenyl)-N-((1-isopropyl-1H-pyrazol-3-yl)sulfonyl)acetamide, potassium salt